C(C)(=O)C1=CC=C(C(=C1C1=CC(N(C=C1OC)[C@H](C(=O)NC1=CC=C(C(=O)O)C=C1)CC1=CC=CC=C1)=O)F)Cl (S)-4-(2-(4-(6-acetyl-3-chloro-2-fluorophenyl)-5-methoxy-2-oxopyridin-1(2H)-yl)-3-phenylpropionylamino)benzoic acid